C1(=CC=CC=C1)CS(=O)(=O)N Phenyl-methanesulfonamide